OC1CCC2=CC(=CC=C12)C1=C2C(=C3C(=N1)NC(=C3)C=3C=NN(C3)CC(C)(C)O)N(C(N2C)=O)C(C)C (1-hydroxy-2,3-dihydro-1H-inden-5-yl)-7-(1-(2-hydroxy-2-methylpropyl)-1H-pyrazol-4-yl)-1-isopropyl-3-methyl-3,6-dihydroimidazo[4,5-d]pyrrolo[2,3-b]pyridin-2(1H)-one